CN1N=CC(=C1)C=1N=CC=2N(C1)N=CC2C(=O)NC=2C(=NC=C(C2)NC(C(C)N2CCCCC2)=O)C 6-(1-methyl-1H-pyrazol-4-yl)-N-(2-methyl-5-(2-(piperidin-1-yl)propanamido)pyridin-3-yl)pyrazolo[1,5-a]pyrazine-3-carboxamide